5-(2-amino-1-hydroxypropyl)-4-methyl-isobenzofuran-1(3H)-one NC(C(O)C=1C(=C2COC(C2=CC1)=O)C)C